N1(CCOCC1)C1=NC(=NC(=N1)C=1C=NC(=CC1C(F)(F)F)NC(CN1CCOCC1)=O)N1CCNCC1 4-(4-morpholinyl-6-(6-(2-morpholinylacetylamino)-4-(trifluoromethyl)pyridin-3-yl)-1,3,5-triazin-2-yl)piperazine